CC1(CC1)NC(OC1CC(CC1)C=1C=NC(=NC1)NC1=C(C=C(C=C1)[S@](=O)(=NC(=O)OC(C)(C)C)C1CC1)F)=O 3-(2-((4-((S)-N-(tert-butoxycarbonyl)cyclopropanesulfonimidoyl)-2-fluorophenyl)amino)pyrimidin-5-yl)cyclopentyl (1-methylcyclopropyl)carbamate